C1=CC=CC=2C3=CC=CC=C3C(C12)COC(=O)N([C@H](C(=O)O)CC=1C=NC(=CC1)NC(=O)OC(C)(C)C)C (S)-2-((((9H-fluoren-9-yl)methoxy)carbonyl)(methyl)amino)-3-(6-((tert-butoxycarbonyl)amino)pyridin-3-yl)propanoic acid